2-((phenylthio)methyl)tetrahydrofuran C1(=CC=CC=C1)SCC1OCCC1